N-(2-(4-((1R,4R)-2-oxa-5-azabicyclo[2.2.1]heptane-5-yl)piperidine-1-yl)-5-((6-((S)-3-(3-fluoro-2-methylbenzyl)isoxazolidine-2-yl)pyrimidine-4-yl)amino)-4-methoxyphenyl)acrylamide [C@H]12OC[C@H](N(C1)C1CCN(CC1)C1=C(C=C(C(=C1)OC)NC1=NC=NC(=C1)N1OCC[C@@H]1CC1=C(C(=CC=C1)F)C)NC(C=C)=O)C2